cyano-3-(3-methoxy-4-((2-methyl-[1,1'-biphenyl]-3-yl)methoxy)-5-nitrophenyl)acrylamide C(#N)C(C(=O)N)=CC1=CC(=C(C(=C1)[N+](=O)[O-])OCC=1C(=C(C=CC1)C1=CC=CC=C1)C)OC